4-[1-[[5-[5-(difluoromethyl)-1,3,4-oxadiazol-2-yl]thiophen-2-yl]methyl]triazol-4-yl]aniline FC(C1=NN=C(O1)C1=CC=C(S1)CN1N=NC(=C1)C1=CC=C(N)C=C1)F